(1-(tert-Butyl(dimethyl)silyl)oxocyclopropyl)methanamine [Si](C)(C)(C(C)(C)C)C1(C(C1)=O)CN